3-(2-aminopropyl)phenol NC(CC=1C=C(C=CC1)O)C